(4S,5R)-4-(hydroxymethyl)-5-[3-methoxy-5-(trifluoromethyl)phenyl]-N-(1,6-naphthyridin-8-ylmethyl)-2-oxo-1,3-oxazolidine-3-carboxamide OC[C@@H]1N(C(O[C@@H]1C1=CC(=CC(=C1)C(F)(F)F)OC)=O)C(=O)NCC=1C=NC=C2C=CC=NC12